2,5-dioxopyrrolidin-1-yl 13-oxo-3,6,9,12-tetraoxapentadec-14-en-1-yl succinate C(CCC(=O)OCCOCCOCCOCCOC(C=C)=O)(=O)ON1C(CCC1=O)=O